ClC1=CC=C(CC2CCC([C@]2(O)CN2N=CN=C2)(C)CCl)C=C1 (S)-5-(4-chlorobenzyl)-2-(chloromethyl)-2-methyl-1-(1H-1,2,4-triazol-1-ylmethyl)cyclopentanol